N12CCNCCCNCCN(CCOCCOCC1)CCOCC2 14,17,22-Trioxa-1,4,8,11-tetraazabicyclo[9.8.5]tetracosane